1-(4-chloro-3-(2-hydroxy-2-methylpropyl)-1-phenyl-1H-pyrazol-5-yl)-3-((3S,4R)-4-(3,4-difluorophenyl)-1-(2-methoxyethyl)pyrrolidin-3-yl)urea ClC=1C(=NN(C1NC(=O)N[C@@H]1CN(C[C@H]1C1=CC(=C(C=C1)F)F)CCOC)C1=CC=CC=C1)CC(C)(C)O